CCCCCC1=CC=C(C=C1)C(=O)O 4-n-pentylbenzoic acid